4-butylcyclohexyl ((S)-1-(((S)-1-hydroxy-3-((S)-2-oxopyrrolidin-3-yl)propan-2-yl)amino)-4-methyl-1-oxopentan-2-yl)carbamate OC[C@H](C[C@H]1C(NCC1)=O)NC([C@H](CC(C)C)NC(OC1CCC(CC1)CCCC)=O)=O